4-(2-(1-(2-methylbutan-yl)piperidin-2-yl)-1H-imidazol-5-yl)benzoic acid CC(CN1C(CCCC1)C=1NC(=CN1)C1=CC=C(C(=O)O)C=C1)CC